Ethanimidamido 4-bromo-3-(methoxymethoxy)benzoate BrC1=C(C=C(C(=O)ONC(C)=N)C=C1)OCOC